N1=C(N=C2N=CNC2=C1)C1=NC=C2NC=NC2=N1 purinyl-purine